2-(2,6-dioxo-3-piperidyl)-4-[[1-[1-(9-hydroxynonyl)triazol-4-yl]-1-methyl-ethyl]amino]isoindoline-1,3-dione O=C1NC(CCC1N1C(C2=CC=CC(=C2C1=O)NC(C)(C)C=1N=NN(C1)CCCCCCCCCO)=O)=O